L-fucose (4-aminophenyl beta-L-fucopyranoside) NC1=CC=C(C=C1)[C@@]1(O)[C@@H](O)[C@H](O)[C@H](O)[C@@H](O1)C.O=C[C@@H](O)[C@H](O)[C@H](O)[C@@H](O)C